2-fluoro-N-(methyl(oxo)(pyridin-2-yl)-λ6-sulfaneylidene)-4-(5-(trifluoromethyl)-1,2,4-oxadiazol-3-yl)benzamide FC1=C(C(=O)N=S(C2=NC=CC=C2)(=O)C)C=CC(=C1)C1=NOC(=N1)C(F)(F)F